FC1=C(C=CC=C1)N1N=CC2=C1COC[C@H]2NC(=O)C2=NNC=1CCCCC21 (S)-N-(1-(2-fluorophenyl)-1,4,5,7-tetrahydropyrano[3,4-c]pyrazol-4-yl)-4,5,6,7-tetrahydro-1H-indazole-3-carboxamide